ClC=1C(=CC(=NC1)F)C1=NC(=CC=C1)NCC1(CCOCC1)C#N 4-(((5'-chloro-2'-fluoro-[2,4'-bipyridyl]-6-yl)amino)methyl)tetrahydro-2H-pyran-4-carbonitrile